BrC1=CC=CCN1O (Z)-6-bromo-N-hydroxypyridine